2-ethoxypropane-1,3-diol C(C)OC(CO)CO